ClC1=C(C=C2C(C(=CN(C2=N1)C1=C(C=C(C=C1F)F)F)C(=O)O)=O)F 7-chloro-6-fluoro-4-oxo-1-(2,4,6-trifluorophenyl)-1,4-dihydro-1,8-naphthyridine-3-carboxylic acid